C(C)(C)(C)C1=CC=CC(=N1)C=1NC2=CC=C(C=C2C1)S(=O)(=O)CC(=O)O 2-((2-(6-(tert-Butyl)pyridin-2-yl)-1H-indol-5-yl)sulfonyl)acetic acid